(S)-4-ethyl-4,5-dihydro-oxazole C(C)[C@@H]1N=COC1